C1OC=2C=C(CC(NCC3=CC=CC=C3)C)C=CC2O1 3,4-methylenedioxy-N-benzylamphetamine